FC1=C(C=CC(=C1)F)[C@@H]1N(CCC1)C1=NC=2N(C=C1)N=CC2C2=CC=CC(=N2)N2CCN(CC2)CC2=C(C=NC=C2)N2C(NC(CC2)=O)=O (R)-1-(4-((4-(6-(5-(2-(2,4-difluorophenyl)pyrrolidin-1-yl)pyrazolo[1,5-a]pyrimidin-3-yl)pyridin-2-yl)piperazin-1-yl)methyl)pyridin-3-yl)dihydropyrimidine-2,4(1H,3H)-dione